NC1=CN=CN(C1=O)CC=1C(=CC2=C(NC(O[C@]2(C(F)(F)F)C#CC2CC2)=O)C1)F (R)-7-((5-amino-6-oxopyrimidin-1(6H)-yl)methyl)-4-(cyclopropylethynyl)-6-fluoro-4-(trifluoromethyl)-1,4-dihydro-2H-benzo[d][1,3]oxazin-2-one